1-((2R,5S)-4-(7-(3-amino-5-methyl-1H-indazol-4-yl)-6-chloro-8-fluoro-2-(1-isopropylazetidin-3-yl)quinazolin-4-yl)-2,5-dimethylpiperazin-1-yl)prop-2-en-1-one NC1=NNC2=CC=C(C(=C12)C1=C(C=C2C(=NC(=NC2=C1F)C1CN(C1)C(C)C)N1C[C@H](N(C[C@@H]1C)C(C=C)=O)C)Cl)C